3-[(3-fluoro-2-methoxyphenyl)amino]-2-(3-{[(2S)-1-[(2E)-4-(morpholin-4-yl)but-2-enoyl]pyrrolidin-2-yl]methoxy}pyridin-4-yl)-1H,5H,6H,7H-pyrrolo[3,2-c]pyridin-4-one FC=1C(=C(C=CC1)NC1=C(NC2=C1C(NCC2)=O)C2=C(C=NC=C2)OC[C@H]2N(CCC2)C(\C=C\CN2CCOCC2)=O)OC